ClC1=C(C=C(OCC(=O)NC23CC(C2)(C3)C3=NN(N=C3)[C@@H]3C[C@@H](C3)O)C=C1)F 2-(4-chloro-3-fluorophenoxy)-N-(3-(2-(cis-3-hydroxycyclobutyl)-2H-1,2,3-triazol-4-yl)bicyclo[1.1.1]pent-1-yl)acetamide